C(C=C)(=O)O.C([C@H](O)[C@H](O)CO)O.C([C@H](O)[C@H](O)CO)O.C([C@H](O)[C@H](O)CO)O.C([C@H](O)[C@H](O)CO)O.C([C@H](O)[C@H](O)CO)O pentaerythritol 3-acrylate